ClC1=CC=C(C=C1)C1=NN(CC1C1=CC=CC=C1)C1=NN(C(N1C(C(=O)N)C)=O)CC1CCOCC1 2-[3-[3-(4-chlorophenyl)-4-phenyl-4,5-dihydropyrazol-1-yl]-1-(oxan-4-ylmethyl)-5-oxo-1,2,4-triazol-4-yl]propanamide